N1=C(C=CC=C1)NC(CCC(C)C)C=1N=NNN1 N-2-pyridyl[4-methyl-1-(2H-tetraazol-5-yl)pentyl]amine